C(CC(=O)C)(=O)O[Ti] acetoacetoxytitanium